FC(S(=O)(=O)OC1=NC(=C(C2=C1C=CS2)C2=C(C=C(C=C2OCCO)F)F)C2=NN1C([C@H](NCC1)C)=C2)(F)F [7-[2,4-difluoro-6-(2-hydroxyethoxy)phenyl]-6-[(4R)-4-methyl-4,5,6,7-tetrahydropyrazolo[1,5-a]pyrazin-2-yl]thieno[3,2-c]pyridin-4-yl] trifluoromethanesulfonate